3-{[(2,5-dichlorothiophen-3-yl)methyl]amino}-2,2-difluoropropionic acid ClC=1SC(=CC1CNCC(C(=O)O)(F)F)Cl